FC(C(C(F)(F)F)(O)C1=CC=C(C=C1)C1=C(C=C(C=C1)CN1C(CN(CC1)CC1=CC=NC=C1)C(=O)OCC)C)(F)F ethyl 1-((4'-(1,1,1,3,3,3-hexafluoro-2-hydroxypropan-2-yl)-2-methyl-[1,1'-biphenyl]-4-yl)methyl)-4-(pyridin-4-ylmethyl)piperazine-2-carboxylate